methyl 4-(3-Cyclopropoxyphenyl)-2,4-dioxobutanoate C1(CC1)OC=1C=C(C=CC1)C(CC(C(=O)OC)=O)=O